C(C)OC(CC1(C2CN(CC1C2)C(=O)OCC2=CC=CC=C2)C[N+](=O)[O-])=O benzyl 6-(2-ethoxy-2-oxoethyl)-6-(nitromethyl)-3-azabicyclo[3.1.1]heptane-3-carboxylate